2-(2-((2-(2,6-dioxopiperidin-3-yl)-1,3-dioxoisoindolin-4-yl)amino)ethoxy)-N-(4-(N-((1,2,3,5,6,7-hexahydro-s-indacen-4-yl)carbamoyl)sulfamoyl)phenethyl)acetamide O=C1NC(CCC1N1C(C2=CC=CC(=C2C1=O)NCCOCC(=O)NCCC1=CC=C(C=C1)S(NC(NC1=C2CCCC2=CC=2CCCC12)=O)(=O)=O)=O)=O